The molecule is a cationic fluorescent dye derived from 9-phenylxanthene. It has a role as a fluorochrome. It is a xanthene dye and an organic cation. CCNC1=CC2=C(C=C1C)C(=C3C=C(C(=[NH+]CC)C=C3O2)C)C4=CC=CC=C4C(=O)OCC